ClC1=C(C=C(C=C1)C=1NC(C=2N(C1)N=C(C2C2C(C2)(F)F)C(=O)OCC)=O)F Ethyl 6-(4-chloro-3-fluorophenyl)-3-(2,2-difluorocyclopropyl)-4-oxo-4,5-dihydropyrazolo[1,5-a]pyrazine-2-carboxylate